(S)-4-(6-(6-methoxy-2-methylpyrazolo[1,5-a]pyridine-5-carboxamido)pyridazin-3-yl)-2-methylpiperazine-1-carboxylic acid tert-butyl ester C(C)(C)(C)OC(=O)N1[C@H](CN(CC1)C=1N=NC(=CC1)NC(=O)C1=CC=2N(C=C1OC)N=C(C2)C)C